3-fluoro-6-(1-methyl-1H-pyrazol-4-yl)-4-((6-methyl-2-azaspiro[3.3]heptan-6-yl)oxy)pyrazolo[1,5-a]pyrazine hydrochloride Cl.FC=1C=NN2C1C(=NC(=C2)C=2C=NN(C2)C)OC2(CC1(CNC1)C2)C